C(C)OC(=O)C1=CC(=C2N1CCC1=CC(=C(C=C21)C(=O)O)OC)CC(F)(F)F 3-(ethoxycarbonyl)-8-methoxy-1-(2,2,2-trifluoroethyl)-5,6-dihydropyrrolo[2,1-a]isoquinoline-9-carboxylic acid